CN1N=CC(=C1)C1=CC=C(C=C1)N[C@@H]1CC[C@H](CC1)NC(OC(C)(C)C)=O tert-butyl (trans-4-((4-(1-methyl-1H-pyrazol-4-yl)phenyl)amino)cyclohexyl)carbamate